6-((2-bromothiazol-5-yl)methyl)-4-methyl-2-(methylthio)-4H-thiazolo[5',4':4,5]pyrrolo[2,3-d]pyridazin-5(6H)-one BrC=1SC(=CN1)CN1N=CC2=C(C1=O)N(C1=C2SC(=N1)SC)C